3,7-Dimethyl-1,3,7-Triaza-5-Phosphabicyclo[3.3.1]Nonane CN1CN2CN(CP(C1)C2)C